NC1=NC=CC2=C1C(=NN2C(C)C)C2=NOC(=C2C=2C(NC=CC2)=O)C2CC2 3-(3-(4-amino-1-isopropyl-1H-pyrazolo[4,3-c]pyridin-3-yl)-5-cyclopropylisoxazol-4-yl)pyridin-2(1H)-one